ClCC1=CC(=C2CCN(C(C2=C1)=O)C(C)C1=NC=C(C#N)C(=C1)OCC)C=1C(=NN(C1)C)C 6-(1-(7-(chloro-methyl)-5-(1,3-dimethyl-1H-pyrazol-4-yl)-1-oxo-3,4-dihydroisoquinolin-2(1H)-yl)ethyl)-4-ethoxynicotinonitrile